N-(1-(5-fluoro-2-methoxyphenyl)ethyl)pyrazolo[1,5-a]pyrimidin-5-amine FC=1C=CC(=C(C1)C(C)NC1=NC=2N(C=C1)N=CC2)OC